2,6-bis(4-hydroxyphenoxy)-4'-(2,3,4,5,6-pentaphenylphenyl)benzophenone OC1=CC=C(OC2=C(C(=O)C3=CC=C(C=C3)C3=C(C(=C(C(=C3C3=CC=CC=C3)C3=CC=CC=C3)C3=CC=CC=C3)C3=CC=CC=C3)C3=CC=CC=C3)C(=CC=C2)OC2=CC=C(C=C2)O)C=C1